FC(C(=O)OC(C(F)(F)F)=O)(F)F (2,2,2-trifluoroacetyl) 2,2,2-trifluoroacetate